(2-chloropyrimidine-4-yl)-N-methyl-2,3-dimethyl-2H-indazole-6-amine ClC1=NC=CC(=N1)C=1C2=C(N(N=C2C=C(C1)NC)C)C